C(#N)C(C)(C)N1N=C(C(=C1)NC=O)OC1CC1 N-[1-(1-cyano-1-methyl-ethyl)-3-(cyclopropyloxy)pyrazol-4-yl]carboxamide